[N+](=O)([O-])C1=CC=C(C=C1)CCBr 2-(4-nitrophenyl)ethylbromide